5-(5-chloro-2-methoxyphenyl)-N-(5-((4-fluoro-bicyclo(2.2.2)octane-1-yl)methoxy)-1,3,4-thiadiazol-2-yl)pyridazine-4-carboxamide ClC=1C=CC(=C(C1)C=1C(=CN=NC1)C(=O)NC=1SC(=NN1)OCC12CCC(CC1)(CC2)F)OC